OC1(CC(C1)C(=O)N1CC2(C1)CCC(CC2)C2=CC(=CC(=C2)C)OC)C ((1s,3s)-3-Hydroxy-3-methylcyclobutyl)(7-(3-methoxy-5-methylphenyl)-2-azaspiro[3.5]nonan-2-yl)methanon